(4-bromophenyl)-2-methylpropane-1,3-diol BrC1=CC=C(C=C1)C(C(CO)C)O